Benzyl (2-(4-acetyl-2-hydroxy-N-methylbenzamido)ethyl)carbamate C(C)(=O)C1=CC(=C(C(=O)N(C)CCNC(OCC2=CC=CC=C2)=O)C=C1)O